O=C1NC(CCC1N1C(C2=C3C(C=CC=C13)=CC(=C2)OC(N(C2=CC(=C(C=C2)C)Cl)C)=O)=O)=O (1-(2,6-dioxopiperidin-3-yl)-2-oxo-1,2-dihydrobenzo[cd]indol-4-yl)methyl(3-chloro-4-methylphenyl)carbamate